C(C)(C)(C)OC(NCCOCCOCCOCCOCCOCCOCCO)=O (20-hydroxy-3,6,9,12,15,18-hexaoxaeicosyl)carbamic acid tert-butyl ester